FC1=C(C=NN=C2SC(C(N2)=O)CC(=O)NC2C3SC(C(N3C2=O)C(=O)O)(C)C)C=CC=C1 6-(2-(2-((2-fluorobenzylidene)hydrazineylidene)-4-oxothiazolidin-5-yl)acetamido)-3,3-dimethyl-7-oxo-4-thia-1-azabicyclo[3.2.0]heptane-2-carboxylic acid